(±)-1,2-Propanediol CC(CO)O